C[C@H]1[C@@H](C[C@H]([C@@H](O1)OCCCCCCCCCCCCCCC(=O)SCCNC(=O)CCNC(=O)[C@@H](C(C)(C)COP(=O)(O)OP(=O)(O)OC[C@@H]2[C@H]([C@H]([C@@H](O2)N3C=NC4=C(N=CN=C43)N)O)OP(=O)(O)O)O)O)O The molecule is an acyl-CoA that results from the formal condensation of the thiol group of coenzyme A with the carboxy group of oscr#26. It derives from an oscr#26. It is a conjugate acid of an oscr#26-CoA(4-).